COC=1C=C2C(=CNC2=CC1)CCN(C)C 2-(5-methoxy-indol-3-yl)-N,N-dimethylethan-1-amine